C1(=C(C=CC=C1)C1=C(C(=C(C2=C1N=C(N2)S(=O)(=O)O)S(=O)(=O)O)S(=O)(=O)O)S(=O)(=O)O)C2=C(C(=C(C1=C2N=C(N1)S(=O)(=O)[O-])S(=O)(=O)[O-])S(=O)(=O)O)S(=O)(=O)O.[Na+].[Na+] disodium phenylene-bisbenzimidazole-tetrasulphonate